L-β-homoglutamic acid N[C@@H](CCC(=O)O)CC(=O)O